FC=1C=C2C3=C(C(=C(OC3=C(C(=C2C2=CC=CC=C2)C2=CC=CC=C2)C=2NCCCN2)C2=CC=CC=C2)C2=CC=CC=C2)C1 2-(5-fluoro-2,3,7,8-tetraphenylbenzo[de]chromen-9-yl)-1,4,5,6-tetrahydropyrimidine